BrC=1C=C(C=CC1F)NC(C1=CC(=C(C=C1)F)C(C(=O)N1CCC(CC1)O)(F)F)=O N-(3-bromo-4-fluorophenyl)-3-(1,1-difluoro-2-(4-hydroxypiperidin-1-yl)-2-oxoethyl)-4-fluorobenzamide